N1CCC(CC1)OC1=C(C#N)C=CC=C1 2-(piperidin-4-yloxy)benzonitrile